6-(1,1-difluoroethyl)-3-[2-fluoro-5-(2-methoxyphenoxy)-4-nitro-phenyl]-1-methyl-pyrimidine-2,4-dione FC(C)(F)C1=CC(N(C(N1C)=O)C1=C(C=C(C(=C1)OC1=C(C=CC=C1)OC)[N+](=O)[O-])F)=O